C(C)(=O)OC1=CC=CC2=C1SC=1N=C(N(C(C12)=O)CC1=CN=CO1)C1=C(C=C(C=C1)OC)C1CC1 2-(2-cyclopropyl-4-methoxyphenyl)-3-(oxazol-5-ylmethyl)-4-oxo-3,4-dihydrobenzo[4,5]thieno[2,3-d]pyrimidin-8-yl acetate